2-(5-methyl-1H-pyrrol-2-yl)pyrimidine-4,6-diol CC1=CC=C(N1)C1=NC(=CC(=N1)O)O